FC1(C2CCC(CC21)CS(=O)(=O)NC2=C(C=C(C=C2)C2=NC=1C=NC(=NC1N(C2=O)C(C)C)NC2CCC(CC2)N(C)C)F)F 1-(7,7-Difluoronorcaran-3-yl)-N-[4-[2-[[(1RS)-4-(dimethylamino)cyclohexyl]amino]-8-isopropyl-7-oxo-pteridin-6-yl]-2-fluoro-phenyl]methanesulfonamide